3-carbamoyl-1-[5-O-(hydroxyphosphinato)-β-D-ribofuranosyl]pyridinium C(N)(=O)C=1C=[N+](C=CC1)[C@H]1[C@H](O)[C@H](O)[C@H](O1)COP(=O)([O-])O